5-METHOXYINDOLE-7-CARBOXALDEHYDE COC=1C=C2C=CNC2=C(C1)C=O